FC=1C=C(C=CC1CN1C(=NC=C1)C)C1=CSC(=C1)CC(C)C 3-(3-fluoro-4-((2-methyl-1H-imidazol-1-yl)methyl)phenyl)-5-isobutylthiophene